ClC=1N=NC(=C2C1C=NC=C2)C2=C(C=C(C=C2)C2CC2)O (4-chloropyrido[3,4-d]pyridazin-1-yl)-5-cyclopropylphenol